3-(1-(trans-1-acryloyl-4-(4-(trifluoromethyl)benzyloxy)pyrrolidin-3-yl)-1H-1,2,3-triazol-4-yl)benzonitrile C(C=C)(=O)N1C[C@H]([C@@H](C1)OCC1=CC=C(C=C1)C(F)(F)F)N1N=NC(=C1)C=1C=C(C#N)C=CC1